(R)-2-(4-(1'-(3-((3-fluoro-4-(tetradecyloxy)phenyl)sulfonyl)-6-(methylsulfinyl)quinolin-4-yl)-[1,4'-bipiperidin]-4-yl)piperazin-1-yl)ethanol FC=1C=C(C=CC1OCCCCCCCCCCCCCC)S(=O)(=O)C=1C=NC2=CC=C(C=C2C1N1CCC(CC1)N1CCC(CC1)N1CCN(CC1)CCO)[S@](=O)C